(S)-(5-(1,5-dimethyl-1H-pyrazol-3-yl)-1,3,4-oxadiazol-2-yl)(4-(7-fluoropyrazolo[1,5-a]pyridin-2-yl)-6,7-dihydro-1H-imidazo[4,5-c]pyridin-5(4H)-yl)methanone CN1N=C(C=C1C)C1=NN=C(O1)C(=O)N1[C@@H](C2=C(CC1)NC=N2)C2=NN1C(C=CC=C1F)=C2